FC1(CCN(CC1)C1=NC=2C(=CC(=CC2C=2N1C=C(N2)C(F)(F)F)C)C(C)NC2=C(C(=O)O)C=C(C=C2)C)F 2-((1-(5-(4,4-difluoropiperidin-1-yl)-9-methyl-2-(trifluoromethyl)imidazo[1,2-c]quinazolin-7-yl)ethyl)amino)-5-methylbenzoic acid